CN([C@@H]1CC[C@H](CC1)C1(OC2=C(O1)C(=CC(=C2C)C(=O)NCC=2C(NC(=CC2SC)C)=O)C2=COC=C2)C)C 2-(trans-4-(dimethylamino)cyclohexyl)-7-(furan-3-yl)-2,4-dimethyl-N-((6-methyl-4-(methylthio)-2-oxo-1,2-dihydropyridin-3-yl)methyl)benzo[d][1,3]dioxole-5-carboxamide